ClC1=C(C=CC(=C1)F)C(=O)N1CC2CCC(C1)N2C2=C(C(=CC(=C2)S(=O)(=O)N2CCC(CC2)C2=CC=CC=C2)C)OCOC (2-Chloro-4-fluoro-phenyl)-[8-[2-(methoxymethoxy)-3-methyl-5-[(4-phenyl-1-piperidinyl)sulfonyl]phenyl]-3,8-diazabicyclo[3.2.1]oct-3-yl]methanone